Fluorine Potassium chloride [Cl-].[K+].[F]